[(3S)-1-(2-bromo-5-fluoro-phenyl)-3-piperidyl]oxy-tert-butyl-dimethyl-silane BrC1=C(C=C(C=C1)F)N1C[C@H](CCC1)O[Si](C)(C)C(C)(C)C